(3r,5r,7r)-adamantane-1-carbonyl fluoride C12(CC3CC(CC(C1)C3)C2)C(=O)F